FC1=CC=C(CN2CCC(CC2)C2=CC=C3C(N(NC3=C2)C2C(NC(CC2)=O)=O)=O)C=C1 3-(6-(1-(4-fluorobenzyl)piperidin-4-yl)-3-oxo-1,3-dihydro-2H-indazol-2-yl)piperidine-2,6-dione